N-(3-(2-amino-8-phenyl-9H-purin-9-yl)phenyl)acrylamide NC1=NC=C2N=C(N(C2=N1)C=1C=C(C=CC1)NC(C=C)=O)C1=CC=CC=C1